2-fluoro-3',4'-dimethoxy-[1,1'-biphenyl]-3-carbonitrile FC1=C(C=CC=C1C#N)C1=CC(=C(C=C1)OC)OC